(pyridinyl)(phenyldibenzothiophenyl)benzene N1=C(C=CC=C1)C1=C(C=CC=C1)C1=C(C=CC=2SC3=C(C21)C=CC=C3)C3=CC=CC=C3